(2Z)-2-[[5-(2-Chlorophenyl)-2-furanyl]methylene]benzo[b]thiophen-3(2H)-one ClC1=C(C=CC=C1)C1=CC=C(O1)\C=C/1\C(C2=C(S1)C=CC=C2)=O